N-benzylsulfonyl-4-[4-(5-bromopyridin-3-carbonyl)piperazine-1-yl]benzamide sodium [Na].C(C1=CC=CC=C1)S(=O)(=O)NC(C1=CC=C(C=C1)N1CCN(CC1)C(=O)C=1C=NC=C(C1)Br)=O